(1-(5-(3-(cyclopropylmethylsulfonyl)-1,1,1-trifluoropropan-2-yl)pyridin-2-yl)-1H-pyrazol-4-yl)-3H-imidazo[4,5-b]pyridine C1(CC1)CS(=O)(=O)CC(C(F)(F)F)C=1C=CC(=NC1)N1N=CC(=C1)C1=NC=2C(=NC=CC2)N1